NC1=C(C=C(N=N1)C1=C(C=CC=C1)O)N1CC2CCC(C1)N2C2=CC(=NC=C2)C#CCN2CCC(CC2)CO 2-(6-amino-5-(8-(2-(3-(4-(hydroxymethyl)piperidin-1-yl)prop-1-yn-1-yl)pyridin-4-yl)-3,8-diazabicyclo[3.2.1]octan-3-yl)pyridazin-3-yl)phenol